FC=1C=C2C(=NN(C2=CC1F)C1OCCCC1)C=1N=C2CCCN(C2=CC1)C(=O)NC 6-[5,6-difluoro-1-(oxan-2-yl)indazol-3-yl]-N-methyl-3,4-dihydro-2H-1,5-naphthyridine-1-carboxamide